FC=1C=C(C=C(C1)F)C1CC=NN1C(=O)C12CC(C1)(C2)COC=2C=NN(C2)C (5-(3,5-difluorophenyl)-4,5-dihydro-1H-pyrazol-1-yl)(3-(((1-methyl-1H-pyrazol-4-yl)oxy)methyl)bicyclo[1.1.1]pentan-1-yl)methanone